[C@H]12CN(C[C@H](CC1)N2)C2=CC(=C(S2)C(=O)NC=2C=C(C=1N(C2)C=C(N1)C)F)F 5-[(1R,5S)-3,8-diazabicyclo[3.2.1]octan-3-yl]-3-fluoro-N-[8-fluoro-2-methylimidazo[1,2-a]pyridin-6-yl]thiophene-2-carboxamide